1-{2-[(3R)-3,4-dimethylpiperazin-1-yl]-5-fluoropyrimidin-4-yl}-N-(2-{imidazo[1,2-a]pyridin-3-yl}propan-2-yl)azetidine-3-carboxamide C[C@@H]1CN(CCN1C)C1=NC=C(C(=N1)N1CC(C1)C(=O)NC(C)(C)C1=CN=C2N1C=CC=C2)F